(S)-N-(6-(5-ethyl-1,2,4-oxadiazol-3-yl)-2,3-dihydrobenzofuran-3-yl)-1,3-dimethyl-1H-pyrazole-5-carboxamide C(C)C1=NC(=NO1)C1=CC2=C([C@@H](CO2)NC(=O)C2=CC(=NN2C)C)C=C1